O=C1NC(CCC1C1=NN(C2=C(C=CC=C12)[C@@H]1CN(CC1)C(=O)OC(C)(C)C)C)=O tert-butyl (3R)-3-[3-(2,6-dioxo-3-piperidyl)-1-methyl-indazol-7-yl]pyrrolidine-1-carboxylate